C(C)C=1C=CC2=C(N(C(N=C2NC)=O)C2=CC=CC=C2)N1 7-ethyl-4-(methylamino)-1-phenyl-pyrido[2,3-d]pyrimidin-2(1H)-one